t-butyl (2S,4R)-4-(2-bromoimidazol-1-yl)-2,4-dicarbamoylpyrrolidine-1-carboxylate BrC=1N(C=CN1)[C@@]1(C[C@H](N(C1)C(=O)OC(C)(C)C)C(N)=O)C(N)=O